isobutyl ((perfluorophenoxy)(phenoxy)phosphoryl)-L-alaninate FC1=C(OP(=O)(OC2=CC=CC=C2)N[C@@H](C)C(=O)OCC(C)C)C(=C(C(=C1F)F)F)F